N-(2-m-tolyl-1H-pyrrolo[3,2-c]pyridin-6-yl)cyclopropanecarboxamide C1(=CC(=CC=C1)C1=CC=2C=NC(=CC2N1)NC(=O)C1CC1)C